2-hydroxybutane-1-sulfonic acid OC(CS(=O)(=O)O)CC